C(OC=CCC)([O-])=O butenyl carbonate